(R)-benzyl 3-amino-4-(5-(4-(4-fluoro-phenoxy)phenyl)-1,3,4-oxadiazol-2-yl)butanoate N[C@@H](CC(=O)OCC1=CC=CC=C1)CC=1OC(=NN1)C1=CC=C(C=C1)OC1=CC=C(C=C1)F